2-(5-Fluoro-2-methoxypyridin-4-yl)-1-[(2S)-7-methyl-6-(pyrimidin-2-yl)-3,4-dihydro-1H-spiro[1,8-naphthyridine-2,3'-pyrrolidin]-1'-yl]propan-1-one FC=1C(=CC(=NC1)OC)C(C(=O)N1C[C@]2(CC1)NC1=NC(=C(C=C1CC2)C2=NC=CC=N2)C)C